(E)-3-(6-aminopyridin-3-yl)-N-((5-(5-(piperazine-1-carbonyl)pyridin-2-yl)-7-(trifluoromethyl)benzofuran-2-yl)methyl)acrylamide NC1=CC=C(C=N1)/C=C/C(=O)NCC=1OC2=C(C1)C=C(C=C2C(F)(F)F)C2=NC=C(C=C2)C(=O)N2CCNCC2